ClC=1C=C(C=CC1)C1=CNC=2N=CN=C(C21)NCCO 2-((5-(3-chlorophenyl)-7H-pyrrolo[2,3-d]pyrimidin-4-yl)amino)ethan-1-ol